FC1=C(C=C(C=C1)C(NCCN1[C@H](CCCC1)C)=O)NC(=O)C=1C=C2C(=NC1)NC(=C2)C=2C=NN(C2)C (S)-N-(2-fluoro-5-((2-(2-methylpiperidin-1-yl)ethyl)carbamoyl)phenyl)-2-(1-methyl-1H-pyrazol-4-yl)-1H-pyrrolo[2,3-b]pyridine-5-carboxamide